(S)-4-(4-cyano-2,3-dihydrobenzofuran-7-yl)-5-(difluoromethoxy)-2,8-dimethyl-1,4-dihydro-1,6-naphthyridine-3-carboxamide C(#N)C1=CC=C(C2=C1CCO2)[C@@H]2C(=C(NC1=C(C=NC(=C21)OC(F)F)C)C)C(=O)N